2-(2,6-dioxopiperidin-3-yl)-5,6-difluoroisoindole O=C1NC(CCC1N1C=C2C=C(C(=CC2=C1)F)F)=O